C(C)(C)[C@H]1OC=2C(=NC(=C(C2)OCCCOC)OC)C=2NC(C(=CC21)C(=O)O)=O |r| (RS)-6-Isopropyl-2-methoxy-3-(3-methoxypropoxy)-9-oxo-9,10-dihydro-6H-pyrano[3,2-b:4,5-b']dipyridine-8-carboxylic acid